(S)-1-((1R,3S)-3-cyclopropylcyclobutyl)-3-(isoquinolin-4-yl)-2-oxoimidazoline-4-carbonitrile C1(CC1)C1CC(C1)N1C(N([C@@H](C1)C#N)C1=CN=CC2=CC=CC=C12)=O